ClC1=C(C=CC(=C1)Cl)CCN 2,4-dichlorophenylethylamine